The molecule is an N-acyl-D-glucosamine 1-phosphate where the N-acyl group is (R)-3-hydroxytetradecanoyl and carrying an additional (R)-3-hydroxytetradecanoyl group at the 3-position. It has a role as an Escherichia coli metabolite. It is a conjugate acid of a lipid X(2-). CCCCCCCCCCC[C@H](CC(=O)N[C@@H]1[C@H]([C@@H]([C@H](O[C@@H]1OP(=O)(O)O)CO)O)OC(=O)C[C@@H](CCCCCCCCCCC)O)O